4-((R)-6-methyl-5,6-dihydroimidazo[1,5-a]pyrazin-7(8H)-yl)quinazoline C[C@H]1N(CC=2N(C1)C=NC2)C2=NC=NC1=CC=CC=C21